C(C)OC(=O)C=1C(=NN2C1C(=C(C=C2)NC(=O)OC(C)(C)C)C)C 5-((tert-Butoxycarbonyl)amino)-2,4-dimethylpyrazolo[1,5-a]pyridine-3-carboxylic acid ethyl ester